C(#N)CCOS(=O)(=O)C methanesulfonic acid cyanoethyl ester